C(C1=CC=CC=C1)OC(=O)N(CC(=O)N(CC(=O)N(CC(=O)O)C)C)C 2-[[2-[[2-[benzyloxycarbonyl(methyl)amino]acetyl]-methyl-amino]acetyl]-methyl-amino]acetic acid